5-bromo-1H-1,2,4-triazole-3-carbonitrile BrC1=NC(=NN1)C#N